5-(4-methylpiperazin-1-yl-2,2,3,3,5,5,6,6-d8)-2-nitroaniline CN1C(C(N(C(C1([2H])[2H])([2H])[2H])C=1C=CC(=C(N)C1)[N+](=O)[O-])([2H])[2H])([2H])[2H]